O[C@@]1(CN(CC1)C1=CC=C(C=N1)C1CN(C1)C(=O)N1C[C@H](CC1)C(=O)N)C(F)(F)F (3S)-1-[3-[6-[(3S)-3-Hydroxy-3-(trifluoromethyl)pyrrolidin-1-yl]-3-pyridyl]azetidine-1-carbonyl]pyrrolidine-3-carboxamide